(19R)-3-ethyl-11,16-difluoro-19-methyl-20-oxa-3,4,8,9,23-pentaazapentacyclo[19.3.1.02,6.08,12.013,18]pentacosa-1(24),2(6),4,9,11,13,15,17,21(25),22-decaen-22-amine C(C)N1C=2C3=CN=C(C(O[C@@H](C4=CC(=CC=C4C4=C(C=NN4CC2C=N1)F)F)C)=C3)N